C12=C(C=3CCC3C=C2CC1)NC(=O)N=S(=O)(N)C=1C=NN2C1OCCC2 N'-(tricyclo[6.2.0.03,6]deca-1,3(6),7-trien-2-ylcarbamoyl)-6,7-dihydro-5H-pyrazolo[5,1-b][1,3]oxazine-3-sulfonimidamide